7-bromo-1,3-benzodioxole-4-carboxylic acid BrC1=CC=C(C2=C1OCO2)C(=O)O